NC1=NC=2C=CC(=CC2C2=C1C(=NN2)C)C(=O)N([C@@H]2COCC1=NC(=CC=C12)C(F)(F)F)C 4-amino-N,3-dimethyl-N-((5S)-2-(trifluoromethyl)-5,8-dihydro-6H-pyrano[3,4-b]pyridin-5-yl)-1H-pyrazolo[4,3-c]quinoline-8-carboxamide